NC1=CC=C(C(=N1)C1=C(C=C2C(=NC(=NC2=C1)OCC1N(CC(C1)F)CCOC)N1CCN(CC1)C(C=C)=O)Cl)C(F)(F)F 1-(4-(7-(6-amino-3-(trifluoromethyl)pyridin-2-yl)-6-chloro-2-((4-fluoro-1-(2-methoxyethyl)pyrrolidin-2-yl)methoxy)quinazolin-4-yl)piperazin-1-yl)prop-2-en-1-one